benzyl (2R,4S)-4-((tert-butyldimethylsilyl)oxy)-2-((4-cyclopropylphenyl)(methyl)carbamoyl)pyrrolidine-1-carboxylate [Si](C)(C)(C(C)(C)C)O[C@H]1C[C@@H](N(C1)C(=O)OCC1=CC=CC=C1)C(N(C)C1=CC=C(C=C1)C1CC1)=O